N-Methoxy-N-Methyl-Thiazole-2-Carboxamide CON(C(=O)C=1SC=CN1)C